ClC1=C(C=CC=C1)S(=O)(=O)NC1=C(C(=C(C=C1)\C=C\C=1C=NC(=NC1)NC1CCC(CC1)N(C)C)OC)F 2-chloro-N-(4-((E)-2-(2-(((1r,4r)-4-(dimethylamino)cyclohexyl)amino)pyrimidin-5-yl)vinyl)-2-fluoro-3-methoxyphenyl)benzenesulfonamide